2-(((trifluoromethyl)sulfonyl)oxy)benzoate FC(S(=O)(=O)OC1=C(C(=O)[O-])C=CC=C1)(F)F